CN(C(=O)N1C(NC2=NC=NC=C12)=O)CCC N-methyl-8-oxo-N-propyl-purine-7-carboxamide